4-Chlorobenzaldehyde-O-(1-methyl-1H-imidazole-4-carbonyl) oxime CN1C=NC(=C1)C(=O)ON=CC1=CC=C(C=C1)Cl